1-isopropyl-3-methylenecyclohexane C(C)(C)C1CC(CCC1)=C